ClC1=CC=C(COC2=NN=C(S2)NC(C2=C(C=C(C=C2)C#N)N2CCOCC2)=O)C=C1 N-(5-((4-chlorobenzyl)oxy)-1,3,4-thiadiazol-2-yl)-4-cyano-2-morpholinobenzamide